C(N)(OC(C([2H])([2H])N1N=CN=N1)C1=C(C=C(C=C1)[2H])Cl)=O 1-(2-chlorophenyl-4-d)-2-(2H-tetrazol-2-yl)ethyl-2,2-d2 carbamate